C1(=CC=CC=C1)S(=O)(=O)CC(=O)OC Methyl benzenesulfonylacetate